FC1(CN(CC[C@H]1NC1=NN2C(C(=N1)NC)=C(C=C2)C2=CC=C1C(=N2)N(C=N1)CC(F)(F)F)C)F (R)-N2-(3,3-Difluoro-1-methylpiperidin-4-yl)-N4-methyl-5-(3-(2,2,2-trifluoroethyl)-3H-imidazo[4,5-b]pyridin-5-yl)pyrrolo[2,1-f][1,2,4]triazine-2,4-diamine